C(C)(C)(C)OC(N([C@@H]1CN(CCC1)C1=C2C(=NC=C1)N(C=C2C2=NN(C=C2)COCC[Si](C)(C)C)COCC[Si](C)(C)C)C)=O N-methyl-N-[(3S)-1-[1-(2-trimethylsilylethoxymethyl)-3-[1-(2-trimethylsilylethoxymethyl)pyrazol-3-yl]pyrrolo[2,3-b]pyridin-4-yl]-3-piperidinyl]carbamic acid tert-butyl ester